FC=1C=C(C=CC1F)CNC(C1=CC=C(S1)C1=C2C(N3CCCN3C2=NC(=C1C=1OC(=NN1)C)CCC1=CC=C(C=C1)F)=O)=O N-(3,4-difluorophenyl)methyl-5-(11-[2-(p-fluorophenyl)ethyl]-10-(5-methyl-1,3,4-oxadiazol-2-yl)-7-oxo-2,6,12-triazatricyclo[6.4.0.02,6]dodeca-1(12),8,10-trien-9-yl)-2-thenamide